C(C1=CC=CC=C1)N1N=C(C2=C1CN(C2)C#N)C2=C(C=CC(=C2)C(C)C)OC 1-Benzyl-3-(5-isopropyl-2-methoxyphenyl)-4,6-dihydropyrrolo[3,4-c]pyrazole-5(1H)-carbonitrile